3-butenyloxypentafluoroethyl-triphosphazene ethyl-2,4,6-trimethylbenzoylphenylphosphonate C(C)C=1C(=C(C=CC1)P(O)(O)=O)C(C1=C(C=C(C=C1C)C)C)=O.C(=CCC)OP(N=PC(C(F)(F)F)(F)F)NP